C(CCCCC(C)N)N heptane-1,6-diamine